FC1([C@@H]2[C@H](N[C@H](C1)CC2)C(=O)N[C@H](\C=C\2/C(OCC2)=O)C[C@H]2C(NCC2)=O)F (1S,3S,4S)-5,5-Difluoro-N-[(1S,2Z)-1-[[(3S)-2-oxopyrrolidin-3-yl]methyl]-2-(2-oxotetrahydrofuran-3-ylidene)ethyl]-2-azabicyclo[2.2.2]octane-3-carboxamide